C(#N)C1=C(C=C(C=C1)N1C(N(C(C1=O)(C)C)C1=CC(=C(C(=O)OC)C=C1)F)=S)C(F)(F)F methyl 4-(3-(4-cyano-3-(trifluoromethyl) phenyl)-5,5-dimethyl-4-oxo-2-thioxoimidazolidin-1-yl)-2-fluoro-benzoate